6-bromo-N2-((3-fluoroimidazo[1,2-a]pyridin-6-yl)methyl)pyrazine-2,3-diamine BrC1=CN=C(C(=N1)NCC=1C=CC=2N(C1)C(=CN2)F)N